C(C)C=1SC=C(C1NC(NS(N(C1CN(CCC1)C)C=1C=NN(C1)C)(=O)=O)=O)CC 3-(2,4-Diethylthiophen-3-yl)-1-[(1-methyl-1H-pyrazol-4-yl)(1-methylpiperidin-3-yl)sulfamoyl]urea